perfluoro-n-pentadecyl-sulfonic acid FC(C(C(C(C(C(C(C(C(C(C(C(C(C(C(F)(F)F)(F)F)(F)F)(F)F)(F)F)(F)F)(F)F)(F)F)(F)F)(F)F)(F)F)(F)F)(F)F)(F)F)(S(=O)(=O)O)F